6-[4-[(2-Cyanoacetyl)-methyl-amino]-3-methyl-phenyl]-N-[(2-methyl-3-pyridinyl)methyl]pyridine-3-carboxamide C(#N)CC(=O)N(C1=C(C=C(C=C1)C1=CC=C(C=N1)C(=O)NCC=1C(=NC=CC1)C)C)C